FC1=CC=C(CN2CCN(CC2)C(=O)C2=CC(=NC3=CC=CC=C23)C=2OC(=CC2)C)C=C1 (4-(4-fluorobenzyl)piperazin-1-yl)(2-(5-methylfuran-2-yl)quinolin-4-yl)methanone